(3S)-pyrrolidin-3-ylmethanol hydrochloride Cl.N1C[C@H](CC1)CO